2'-Desoxy-5-(methylamino)uridin CNC=1C(NC(N([C@H]2C[C@H](O)[C@@H](CO)O2)C1)=O)=O